(2S)-2-(3-(2-((3,3-difluoroazetidin-1-yl)methyl)pyridin-4-yl)-4,4-difluoropiperidin-1-yl)-N-(5-(2,4-difluorophenoxy)pyridin-2-yl)propanamide FC1(CN(C1)CC1=NC=CC(=C1)C1CN(CCC1(F)F)[C@H](C(=O)NC1=NC=C(C=C1)OC1=C(C=C(C=C1)F)F)C)F